C(C)OC(=O)C1=CC(=NN1)CC1=CC=CC2=CC=CC=C12 3-(naphthalen-1-ylmethyl)-1H-pyrazole-5-carboxylic acid ethyl ester